1-(4-(4-bromobutoxy)phenyl)-3-(3-nitrophenyl)-2-propen-1-one BrCCCCOC1=CC=C(C=C1)C(C=CC1=CC(=CC=C1)[N+](=O)[O-])=O